C(C)(C)(C)OC(=O)N[C@H](C)C1=C(C=C2C=C(N(C2=C1)CC(C=C)(F)F)C1=NC2=C(N1C)C(=CC(=C2)C(=O)OC)OC)F methyl (R)-2-(6-(1-((tert-butoxycarbonyl)amino)ethyl)-1-(2,2-difluorobut-3-en-1-yl)-5-fluoro-1H-indol-2-yl)-7-methoxy-1-methyl-1H-benzo[d]imidazole-5-carboxylate